N-(2-bromo-6-chlorophenyl)-2-{4-[(R)-1-methyl-3-pyrrolidinyl]-3-toluidino}-4-methoxy-5-pyrimidinecarboxamide BrC1=C(C(=CC=C1)Cl)NC(=O)C=1C(=NC(=NC1)NC=1C=C(C=CC1[C@@H]1CN(CC1)C)C)OC